tert-butyl [cis-3-[[6-bromo-3-[N'-[4-[(tert-butyldimethylsilyl)oxy]-2-ethylphenyl]carbamimidoyl]pyrrolo[1,2-b]pyridazin-4-yl]amino]cyclobutyl]carbamate BrC=1C=C2N(N=CC(=C2N[C@H]2C[C@H](C2)NC(OC(C)(C)C)=O)C(N)=NC2=C(C=C(C=C2)O[Si](C)(C)C(C)(C)C)CC)C1